C(#C)C1CC12CNCCC2 1-ethynyl-5-azaspiro[2.5]octane